OCC1=C(C=CC=C1)NCC=1NC2=CC=CC=C2C(C1)=O 2-(((2-(hydroxymethyl)phenyl)amino)methyl)quinolin-4(1H)-one